6'-methyl-[3,4'-bipyridine] CC1=CC(=CC=N1)C=1C=NC=CC1